2-[(2R,4S,5S)-1-(2,4-dichlorophenyl)-5-hydroxy-2,6,6-trimethylheptan-4-yl]-2,4-dihydro-3H-1,2,4-triazole-3-thione ClC1=C(C=CC(=C1)Cl)C[C@H](C[C@@H]([C@H](C(C)(C)C)O)N1N=CNC1=S)C